C(C)(SCC(C(C(C(F)F)(F)F)(F)F)(F)F)=O S-(2,2,3,3,4,4,5,5-octafluoropentyl) ethanethioate